ethyl 2,4-dimethyl-3-pyrrolecarboxylate CC=1NC=C(C1C(=O)OCC)C